C(C1=CC=CC=C1)N1N=CC2=CC=CC=C2C1=O 3-benzyl-4-oxo-3,4-dihydrophthalazin